C(C)C=1C(=C(C=C(C1)C(F)(F)F)O)C=1N=NC(=CC1)N1C[C@H](OCC1)CO 3-ethyl-2-[6-[(2S)-2-(hydroxymethyl)morpholin-4-yl]pyridazin-3-yl]-5-(trifluoromethyl)phenol